COC[C@@](C(=O)O)(CN(C1=CC=C2C(=CC(OC2=C1)=O)C1=C(C=CC=C1)C)C)C (S)-3-methoxy-2-methyl-2-((methyl(2-oxo-4-(o-tolyl)-2H-chromen-7-yl)amino)methyl)propanoic acid